1-(4-cyano-3-(2-(dimethylamino)ethyl)phenyl)-3-(1,1-dioxidobenzo[b]thiophen-6-yl)urea C(#N)C1=C(C=C(C=C1)NC(=O)NC=1C=CC2=C(S(C=C2)(=O)=O)C1)CCN(C)C